6-chloro-N-(4-morpholinopyridin-3-yl)-2-phenylimidazo[1,2-b]pyridazine-8-carboxamide ClC=1C=C(C=2N(N1)C=C(N2)C2=CC=CC=C2)C(=O)NC=2C=NC=CC2N2CCOCC2